(S)-3-(1-(3-((4-(1,4-dimethyl-1H-pyrazol-5-yl)thiazol-2-yl)oxy)azetidine-1-carbonyl)-4,5-dihydro-1H-pyrazol-5-yl)-5-fluorobenzonitrile CN1N=CC(=C1C=1N=C(SC1)OC1CN(C1)C(=O)N1N=CC[C@H]1C=1C=C(C#N)C=C(C1)F)C